1,3,5-triazine-2,4,5-triamine N=1C(=NC(N(C1)N)N)N